NC1=NC=CC(=C1)C1=NN2C(C(NCC2)=O)=C1NC1=C(C(=CC=C1)Cl)OC 2-(2-aminopyridin-4-yl)-3-[(3-chloro-2-methoxyphenyl)amino]-5H,6H,7H-pyrazolo[1,5-a]pyrazin-4-one